4-(4-amino-6-(4-methacrylamido-phenyl)-7-(oxetan-3-yl)-7H-pyrrolo[2,3-d]pyrimidin-5-yl)-2-methoxy-N-(tetrahydrofuran-3-yl)benzamide NC=1C2=C(N=CN1)N(C(=C2C2=CC(=C(C(=O)NC1COCC1)C=C2)OC)C2=CC=C(C=C2)NC(C(=C)C)=O)C2COC2